2,3,5,6-tetra-fluoroPhenylalanine bipiperidinecarbamate N1(C(CCCC1)NC(=O)O)N1CCCCC1.FC1=C(C[C@H](N)C(=O)O)C(=C(C=C1F)F)F